COC(CC1(CCN(CC1)C1=C(C=C(C=C1)N1C(NC(CC1)=O)=O)F)O)=O 2-[1-[4-(2,4-dioxohexahydropyrimidin-1-yl)-2-fluoro-phenyl]-4-hydroxy-4-piperidinyl]acetic acid methyl ester